ClC1=NC=C(C(=C1)C1=C(C=NC(=C1)C)C(=O)NC=1SC2=C(N1)CN(C2)C(=O)OC(C)(C)C)OC(F)F tert-butyl 2-(2'-chloro-5'-(difluoromethoxy)-6-methyl-[4,4'-bipyridine]-3-carboxamido)-4,6-dihydro-5H-pyrrolo[3,4-d]thiazole-5-carboxylate